di(naphthyl)iodonium C1(=CC=CC2=CC=CC=C12)[I+]C1=CC=CC2=CC=CC=C12